2-chloro-4-fluoro-3-[1-(1-[[2-(trimethylsilyl)ethoxy]methyl]imidazol-2-yl)imidazo[1,5-a]pyridin-6-yl]aniline ClC1=C(N)C=CC(=C1C=1C=CC=2N(C1)C=NC2C=2N(C=CN2)COCC[Si](C)(C)C)F